ClC1=C(C=C(C(=C1)F)F)B1OC(C(O1)(C)C)(C)C 2-(2-chloro-4,5-difluoro-phenyl)-4,4,5,5-tetramethyl-1,3,2-dioxaborolane